Ethyl 3-(4-(3-methyl-4-((((R)-1-phenylethoxy)carbonyl)amino)isoxazol-5-yl)phenoxy)cyclopentane-1-carboxylate CC1=NOC(=C1NC(=O)O[C@H](C)C1=CC=CC=C1)C1=CC=C(OC2CC(CC2)C(=O)OCC)C=C1